CC1=NOC(=C1C=1C=C(C=CC1OC[C@@H]1NCCCC1)NC(CC1=CC=CC=C1)=O)C (R)-N-(3-(3,5-dimethylisoxazol-4-yl)-4-(piperidin-2-ylmethoxy)phenyl)-2-phenylacetamide